5-[3,3-difluoro-1-(3-fluoro-4-nitro-pyrazol-1-yl)propyl]-1-(2,2,2-trifluoroethyl)tetrazole FC(CC(N1N=C(C(=C1)[N+](=O)[O-])F)C1=NN=NN1CC(F)(F)F)F